CO[C@H]1[C@@H](O[C@H]([C@@H]([C@H]1OC)OC)C)ON O-[(2S,3R,4R,5S,6S)-3,4,5-trimethoxy-6-methyl-tetrahydropyran-2-yl]Hydroxylamine